N-(2-((4-(3-(6-methylpyrimidin-4-yl)phenyl)thiazol-2-yl)amino)-2-oxoethyl)-1H-pyrrole-3-carboxamide CC1=CC(=NC=N1)C=1C=C(C=CC1)C=1N=C(SC1)NC(CNC(=O)C1=CNC=C1)=O